C1=CC2=C(C=C1C3=CC4=C(C=C3)C(=O)OC4=O)C(=O)OC2=O 3,3',4,4'-biphenyltetracarboxylic Acid dianhydride